FC1(C[C@@H]2C(N([C@H]1C2)CC2=CC=C(C=C2)OC)=O)F (1S,4R)-6,6-difluoro-2-(4-methoxybenzyl)-2-azabicyclo[2.2.1]Heptane-3-one